NOB(O)O aminoboric acid